C1(=CC=CC=C1)CC(C(=O)[O-])(CC)C1=CC=CC=C1 phenylmethyl-phenylbutyrate